4-((1-(4-(2-(2-aminopyridin-3-yl)-5-phenyl-3H-imidazo[4,5-b]pyridin-3-yl)benzyl)piperidin-4-yl)(methyl)amino)pyrimidine-2-carbonitrile NC1=NC=CC=C1C1=NC=2C(=NC(=CC2)C2=CC=CC=C2)N1C1=CC=C(CN2CCC(CC2)N(C2=NC(=NC=C2)C#N)C)C=C1